BrC=1C(=C(OC2=NC=C(C=C2)C(F)(F)F)C=CC1)F 2-(3-bromo-2-fluorophenoxy)-5-(trifluoromethyl)pyridine